N-cyclobutyl-N-methyl-6-tributylstannyl-pyrazin-2-amine C1(CCC1)N(C1=NC(=CN=C1)[Sn](CCCC)(CCCC)CCCC)C